N-{[2-fluoro-3-methoxy-6-(4-methyl-1,2,3-triazol-1-yl)phenyl]methyl}-1-[(6-methyl-7,8-dihydro-5H-1,6-naphthyridin-2-yl)methyl]-3-(trifluoromethyl)pyrazole-4-carboxamide FC1=C(C(=CC=C1OC)N1N=NC(=C1)C)CNC(=O)C=1C(=NN(C1)CC1=NC=2CCN(CC2C=C1)C)C(F)(F)F